C(=O)C(C(=O)OCC)CC(=O)OCC DIETHYL FORMYLSUCCINATE